OC1(CC(C1)N1N=C2C(=CC(=CC2=C1)O)C(F)(F)F)C 2-[(cis)-3-hydroxy-3-methylcyclobutyl]-7-(trifluoromethyl)-2H-indazol-5-ol